C(CCC)C(C(=O)O)N=C=O.C(CCC)N=C=O Butyl isocyanate (butyl isocyanatoacetate)